(5S)-2-{[3-Chloro-5-(trifluoromethyl)pyridin-2-yl]methyl}-5-(pyrrolidin-1-ylcarbonyl)-5,6,7,8-tetrahydro[1,2,4]triazolo[4,3-a]pyridin-3(2H)-one ClC=1C(=NC=C(C1)C(F)(F)F)CN1N=C2N([C@@H](CCC2)C(=O)N2CCCC2)C1=O